NC1=NC=CC=C1C(C)=O 1-(2-amino-3-pyridyl)ethanone